C(C)(C)(C)ONC(C=O)CC1=CC=C(C=C1)Br 2-(N-tert-butoxy)amino-3-(4-bromophenyl)propanal